1-(1-acetyl-2-methylpiperidin-4-yl)-4-chloro-N-(5-((4-fluorophenyl)ethynyl)-3-methylpyridin-2-yl)-1H-pyrazole-5-carboxamide C(C)(=O)N1C(CC(CC1)N1N=CC(=C1C(=O)NC1=NC=C(C=C1C)C#CC1=CC=C(C=C1)F)Cl)C